ClC=1C=C(C=NC1)C1=CC=C(C(=O)NC(C)(C)C=2N=C(SC2)NS(=O)(=O)C2CC2)C=C1 4-(5-chloropyridin-3-yl)-N-(2-(2-(cyclopropanesulfonamido)thiazol-4-yl)propan-2-yl)benzamide